ethyl (2S)-1-[5-[[5-(5-fluoro-1H-benzimidazol-2-yl)-1-methyl-pyrazol-3-yl] carbamoyl]-2-pyridyl]pyrrolidine-2-carboxylate FC1=CC2=C(NC(=N2)C2=CC(=NN2C)NC(=O)C=2C=CC(=NC2)N2[C@@H](CCC2)C(=O)OCC)C=C1